Iron (nitrate) [N+](=O)([O-])[O-].[Fe+2].[N+](=O)([O-])[O-]